5-methylthiophene CC1=CC=CS1